The molecule is a member of the class of hydroxycoumarins that is umbelliferone in which the ring hydrogen at position 8 has been replaced by a geranyl group. It has a role as a plant metabolite. It is a hydroxycoumarin and a monoterpenoid. It derives from an umbelliferone. CC(=CCC/C(=C/CC1=C(C=CC2=C1OC(=O)C=C2)O)/C)C